(S)-N3-(6-chloro-4-((1-methoxypropan-2-yl)oxy)pyridin-3-yl)-N1-cyclopropyl-3-(2-isopropylphenyl)azetidine-1,3-dicarboxamide ClC1=CC(=C(C=N1)NC(=O)C1(CN(C1)C(=O)NC1CC1)C1=C(C=CC=C1)C(C)C)O[C@H](COC)C